2-Hydroxy-2-(2-{[(R)-2-hydroxy-2-(3-hydroxyphenyl)ethyl](methyl)amino}-2-oxoethyl)succinic acid OC(C(=O)O)(CC(=O)O)CC(=O)N(C)C[C@@H](C1=CC(=CC=C1)O)O